15,15-dipropyloxy-3,5-pentadecadiene C(CC)OC(CCCCCCCCC=CC=CCC)OCCC